ClC1=C(C=CC(=C1)Cl)COC1=CC=C(O1)C(=O)N1CCN(CC1)CC1=NC2=C(N1C[C@H]1OCC1)C=C(C=C2)C(=O)O 2-[(4-{5-[(2,4-dichlorophenyl)methoxy]furan-2-carbonyl}piperazin-1-yl)methyl]-1-{[(2S)-oxetan-2-yl]methyl}-1H-1,3-benzodiazole-6-carboxylic acid